C1(=CC=CC=C1)C1=CC(=NN1)C=O 5-PHENYL-1H-PYRAZOLE-3-CARBALDEHYDE